2H-1λ6,2-Benzothiazol-1,1,3-trione S1(NC(C2=C1C=CC=C2)=O)(=O)=O